2-(trifluoromethyl)imidazo[1,2-a]pyridine-7-carboxylic acid ethyl ester C(C)OC(=O)C1=CC=2N(C=C1)C=C(N2)C(F)(F)F